5-(3-(4-chloro-3-(trifluoromethyl)phenyl)ureido)-2-methyl-N-(1H-pyrazolo[3,4-b]pyridin-5-yl)benzamide ClC1=C(C=C(C=C1)NC(NC=1C=CC(=C(C(=O)NC=2C=C3C(=NC2)NN=C3)C1)C)=O)C(F)(F)F